CN1C(CC2(C1)CCNCC2)=O 3-methyl-3,8-diazaspiro[4.5]decan-2-one